C1(=CC=CC=C1)N1C(=NC2=C1C=CC=C2)C2=CC=C(C=C2)OB(O)O 4-(1-phenyl-1h-benzimidazol-2-yl)phenylboric acid